ClC=1C=C2NC(C=3N(C2=C(C1C1=C2C=NN(C2=CC=C1)C)F)C(=NN3)C)(C)C 7-Chloro-9-fluoro-1,4,4-trimethyl-8-(1-methyl-1H-indazol-4-yl)-5H-[1,2,4]triazolo[4,3-a]quinoxaline